Methyl (1-(6-(3,4-difluorophenyl)-4-(hydroxymethyl)pyridin-3-yl)-3-ethynylpiperidin-3-yl)carbamate FC=1C=C(C=CC1F)C1=CC(=C(C=N1)N1CC(CCC1)(C#C)NC(OC)=O)CO